FC(C(=O)O)(F)F.FC1=C(C=CC=C1F)C1=C(N=C2N(C1=O)C(=CC=C2)C)C(C)NC2=C1N=CNC1=NC=N2 3-(2,3-Difluorophenyl)-6-methyl-2-[1-(9H-purin-6-ylamino)ethyl]-4H-pyrido[1,2-a]pyrimidin-4-one Trifluoroacetic Acid Salt